(1R,3S,5R)-2-(2-(6-amino-9H-purin-9-yl)acetyl)-N-(3-(trifluoromethoxy)phenyl)-2-azabicyclo[3.1.0]hexane-3-carboxamide NC1=C2N=CN(C2=NC=N1)CC(=O)N1[C@@H]2C[C@@H]2C[C@H]1C(=O)NC1=CC(=CC=C1)OC(F)(F)F